tert-butyl 3-(2-amino-1-hydroxyethyl)azetidine-1-carboxylate NCC(O)C1CN(C1)C(=O)OC(C)(C)C